COC=1C=C(C(=O)NC2=CC(=C(C=C2)C#CCNCCN2CCOCC2)C(F)(F)F)C=CC1C 3-methoxy-4-methyl-N-(4-(3-((2-morpholinoethyl)amino)prop-1-yn-1-yl)-3-(trifluoromethyl)phenyl)benzamide